O[C@H]1[C@H](CC1)NC(C1=CC(=CC=C1)C=1C2=C(N=C(N1)N1[C@H](CC1)C)CCC2)=O |o1:1,2| N-((1S*,2R*)-2-hydroxycyclobutyl)-3-(2-((S)-2-methylazetidin-1-yl)-6,7-dihydro-5H-cyclopenta[d]pyrimidin-4-yl)benzamide